4-((carboxymethyl)(4'-chloro-[1,1'-biphenyl]-4-yl)amino)-1H-1,2,3-triazole-5-carboxylic acid C(=O)(O)CN(C=1N=NNC1C(=O)O)C1=CC=C(C=C1)C1=CC=C(C=C1)Cl